FC(C1=C(C=CC(=C1)C(F)(F)F)C1CCC2=C(N(C1=O)CC#CCOC(F)(F)F)C=CC(=C2)F)(F)F 3-(2,4-bis(trifluoromethyl)phenyl)-7-fluoro-1-(4-(trifluoromethoxy)but-2-ynyl)-4,5-dihydro-1H-benzo[b]azepin-2(3H)-one